methyl N-((S)-2-(8-(4-acetamidophenyl)-4-oxoquinazolin-3(4H)-yl)-3-acetoxypropanoyl)-O-acetyl-L-serinate C(C)(=O)NC1=CC=C(C=C1)C=1C=CC=C2C(N(C=NC12)[C@H](C(=O)N[C@@H](COC(C)=O)C(=O)OC)COC(C)=O)=O